3-((t-butoxycarbonyl)amino)-3-(4-iodophenyl)propionic acid C(C)(C)(C)OC(=O)NC(CC(=O)O)C1=CC=C(C=C1)I